7H-benzo[de]anthracen-7-ol C1=CC=C2C=CC=C3C(C=4C=CC=CC4C1=C23)O